tert-butyl 2-[[(1R)-1-[2-[5-(4-acetylpiperazin-1-yl)-2-pyridyl]-3,6-dimethyl-4-oxo-chromen-8-yl]ethyl]amino]benzoate C(C)(=O)N1CCN(CC1)C=1C=CC(=NC1)C=1OC2=C(C=C(C=C2C(C1C)=O)C)[C@@H](C)NC1=C(C(=O)OC(C)(C)C)C=CC=C1